C1=CC(=CC=C1O)C.[Mo] molybdenum p-cresol